C(C)(C)(C)OC(=O)N1CC(C2(CC1)CCN(CC2)CC2=CC=CC=C2)O 9-Benzyl-1-hydroxy-3,9-diazaspiro[5.5]undecane-3-carboxylic acid tert-butyl ester